rac-(2S,3R)-10-((5-chloro-2-((3S,5R)-3,5-dimethylpiperidin-1-yl)pyrimidin-4-yl)amino)-2,3,7-trimethyl-2,3-dihydro-[1,4]oxazepino[6,5-c]quinoline-5,6(1H,7H)-dione ClC=1C(=NC(=NC1)N1C[C@H](C[C@H](C1)C)C)NC1=CC=2C3=C(C(N(C2C=C1)C)=O)C(O[C@@H]([C@@H](N3)C)C)=O |&1:30,31|